2'-{[(2S)-1,4-dioxan-2-yl]methyl}-8'-(trifluoromethyl)-2',5'-dihydrospiro[cyclopropane-1,4'-furo[2,3-G]indazole]-7'-carboxylic acid O1[C@H](COCC1)CN1N=C2C3=C(CC4(C2=C1)CC4)OC(=C3C(F)(F)F)C(=O)O